C1(=C(C(=CC(=C1)C)C)C=O)C Mesitaldehyde